S1C2=C(C=C1)C=CC=C2N2CCNCC2 1-(benzo[b]thiophene-7-yl)piperazine